FC1(C(NC(CC1)=O)=O)C1=CC(N(C=C1)C1CCNCC1)=O 3-fluoro-3-(2-oxo-1-(piperidin-4-yl)-1,2-dihydropyridin-4-yl)piperidine-2,6-dione